CC1(OB(OC1(C)C)C1=CC=CC=C1)C 4,4,5,5-tetra-methyl-2-phenyl-1,3,2-dioxaborolane